BrC=1C=C(CN2N=C(N=C2N)NC2=CC=C(C=C2)Cl)C=CC1 1-(3-bromobenzyl)-N3-(4-chlorophenyl)-1H-1,2,4-triazole-3,5-diamine